(3S,5R)-N-(3-bromo-4-fluorophenyl)-2-methyl-5-(5-(1-methyl-1H-imidazol-4-yl)thiazol-2-yl)-1,2,6-thiadiazinane-3-carboxamide 1,1-dioxide BrC=1C=C(C=CC1F)NC(=O)[C@H]1N(S(N[C@H](C1)C=1SC(=CN1)C=1N=CN(C1)C)(=O)=O)C